C(C)(=O)C1=CN(C2=CC=C(C=C12)Br)CC(=O)N(C(C)C)CC(=O)NC1=NC(=CC=C1)Br 2-(3-acetyl-5-bromo-1H-indol-1-yl)-N-(2-((6-bromopyridin-2-yl)amino)-2-oxoethyl)-N-isopropylacetamide